1,4-bis(aminocyclohexyl)methane C1CC(CCC1CC2CCC(CC2)N)N